3,4-di(diphenylphosphino)-2-isopropylthiophene C1(=CC=CC=C1)P(C1=C(SC=C1P(C1=CC=CC=C1)C1=CC=CC=C1)C(C)C)C1=CC=CC=C1